FC1=C(C=C(C(=C1)C(C(NCC(F)(F)F)=O)C)NC)NC(OC(C)(C)C)=O tert-butyl (2-fluoro-5-(methylamino)-4-(1-oxo-1-((2,2,2-trifluoroethyl)amino)propan-2-yl)phenyl)carbamate